BrC1=CC=2C(N=C1OC(C)C)=NN(C2)C2COCCC2 5-Bromo-6-isopropoxy-2-(tetrahydro-2H-pyran-3-yl)-2H-pyrazolo[3,4-b]pyridine